O1CCNC2=C1C=CO2 furomorpholine